BrC=1C=2N(C=C(C1)C1(CC1)F)C=C(N2)\C=N\S(=O)C(C)(C)C (E)-N-((8-bromo-6-(1-fluorocyclopropyl)imidazo[1,2-a]pyridin-2-yl)methylene)-2-methylpropane-2-sulfinamide